1,1'-bis(dimethylethoxymethylsilyl)ferrocene C[Si]([C-]1C=CC=C1)(COCC)C.[C-]1(C=CC=C1)[Si](COCC)(C)C.[Fe+2]